2-methyl-N-(5-oxotetrahydrofuran-3-yl)-5-(pyridin-2-ylmethoxy)-2H-indazole-3-carboxamide CN1N=C2C=CC(=CC2=C1C(=O)NC1COC(C1)=O)OCC1=NC=CC=C1